2,2-difluoro-2-fluorosulfonylacetate FC(C(=O)[O-])(S(=O)(=O)F)F